2-((5-((1S,3R)-2-(4-cyclopropylphenyl)-6-(1-ethyl-1H-pyrazol-4-yl)-3-methyl-1,2,3,4-tetrahydroisoquinolin-1-yl)pyridin-2-yl)oxy)ethan-1-amine C1(CC1)C1=CC=C(C=C1)N1[C@@H](C2=CC=C(C=C2C[C@H]1C)C=1C=NN(C1)CC)C=1C=CC(=NC1)OCCN